ethyl-1,3-pentadiene C(C)C=CC=CC